cyclohexanone dimethyl ketal COC1(CCCCC1)OC